1-benzyl-6-methyl-3-(oct-4-en-4-yl)pyridine-2(1H)-one C(C1=CC=CC=C1)N1C(C(=CC=C1C)C(CCC)=CCCC)=O